(R)-N4-((1H-imidazol-2-yl)methyl)-2-methyl-N1-(1-(2-(1-methyl-1H-pyrazol-4-yl)quinolin-4-yl)ethyl)terephthalamide N1C(=NC=C1)CNC(C1=CC(=C(C(=O)N[C@H](C)C2=CC(=NC3=CC=CC=C23)C=2C=NN(C2)C)C=C1)C)=O